C(#N)[Zn] cyanozinc